acrylic acid-3-methyl-1-adamantyl ester CC12CC3(CC(CC(C1)C3)C2)OC(C=C)=O